4-[3-(6-methoxy-quinolin-4-yl)-3-oxo-propyl]-1-[3-(2,3,5-trifluorophenyl)-prop-2-ynyl]-piperidine-3-carboxylic acid COC=1C=C2C(=CC=NC2=CC1)C(CCC1C(CN(CC1)CC#CC1=C(C(=CC(=C1)F)F)F)C(=O)O)=O